3-(4-chlorobenzoyl)-2-(2-bromoacetamido)-4H,5H,6H-cyclopenta[b]thiophene-5-carboxylic acid methyl ester COC(=O)C1CC2=C(SC(=C2C(C2=CC=C(C=C2)Cl)=O)NC(CBr)=O)C1